5,8-dibromoquinoline-4-carboxylic acid BrC1=C2C(=CC=NC2=C(C=C1)Br)C(=O)O